ClC1=C(C=CC=C1)CCNC(=O)[C@H]1CN(CC[C@@H]1NC(=O)C1=NOC(=C1)C1=C(C=C(C=C1)F)F)C1CCCCC1 (3S,4S)-1-Cyclohexyl-4-{[5-(2,4-difluoro-phenyl)-isoxazole-3-carbonyl]-amino}-piperidine-3-carboxylic acid [2-(2-chloro-phenyl)-ethyl]-amide